5-Amino-4-cyano-2-methylfuran-3-carboxylic acid ethyl ester C(C)OC(=O)C1=C(OC(=C1C#N)N)C